C(CCCCCCC\C=C/CCCCCCCC)CC(CN(C)C)CCCCCCCC\C=C/CCCCCCCC 1,2-dioleyl-3-dimethylaminopropane